C(C1=CC=CC=C1)(=O)OCCN(C(C)C=1N(N=CN1)C1=NC=CC=N1)C(=NO)C1=C(C(=CC(=C1)C(F)(F)F)C(F)(F)F)O 2-[[N-hydroxy-C-[2-hydroxy-3,5-bis(trifluoromethyl)phenyl]carbonimidoyl]-[1-(2-pyrimidin-2-yl-1,2,4-triazol-3-yl)ethyl]amino]ethyl benzoate